2,4-dichloro-6-(4-morpholinyl)-1,3,5-triazine ClC1=NC(=NC(=N1)Cl)N1CCOCC1